C\C(=C/CC1=C(C=C(C(=C1O)C=1C=NC2=CC=CC=C2C1)CCCCC)O)\CCC=C(C)C (E)-2-(3,7-dimethylocta-2,6-dien-1-yl)-5-pentyl-4-(quinolin-3-yl)benzene-1,3-diol